3-({4-[8-chloro-2-(2,6-difluoro-phenyl)-pyrazolo[1,5-a][1,3,5]triazin-4-ylamino]-cyclohexyl}-methyl-amino)-propan-1-ol ClC=1C=NN2C1N=C(N=C2NC2CCC(CC2)N(CCCO)C)C2=C(C=CC=C2F)F